COC(=O)C1=NC(=CC=C1B(O)O)C(NCCC)=O (2-(methoxycarbonyl)-6-(propylcarbamoyl)pyridin-3-yl)boronic acid